(5S,7S)-2-benzylsulfonyl-7-fluoro-5-phenyl-6,7-dihydro-5H-pyrrolo[1,2-b][1,2,4]triazole C(C1=CC=CC=C1)S(=O)(=O)C=1N=C2N(N1)[C@@H](C[C@@H]2F)C2=CC=CC=C2